Isohexanal C(CCC(C)C)=O